3-chloro-6-(2,4-dimethoxypyrimidin-5-yl)-4-((1S,2S)-2-(trifluoromethyl)cyclopropyl)pyridazine ClC=1N=NC(=CC1[C@@H]1[C@H](C1)C(F)(F)F)C=1C(=NC(=NC1)OC)OC